C(C1=CC=CC=C1)OC(=O)NC=1C(=C(C=CC1)[C@]1(N/C(/N(C(C1)=O)C1CC(C1)(O)CC)=N\C(OC(C)(C)C)=O)C)Cl tert-Butyl (NE)-N-{(4S)-4-[3-(benzyloxycarbonylamino)-2-chlorophenyl]-1-(3-ethyl-3-hydroxycyclobutyl)-4-methyl-6-oxohexahydropyrimidin-2-ylidene}carbamate